1-(1-(2-(4-cyclopropylphenyl)acetyl)piperidin-4-yl)-1H-benzo[d]imidazol-2(3H)-one C1(CC1)C1=CC=C(C=C1)CC(=O)N1CCC(CC1)N1C(NC2=C1C=CC=C2)=O